2-(dimethylphospholyl)aniline CC=1C(=C(PC1)C1=C(N)C=CC=C1)C